1-(2-hydroxy-3-nitrophenyl)ethan-1-one OC1=C(C=CC=C1[N+](=O)[O-])C(C)=O